ClC=1N=C(C2=C(N1)CCS2)NC2(CCC2)C#N 1-((2-chloro-6,7-dihydrothieno[3,2-d]pyrimidin-4-yl)amino)cyclobutane-1-carbonitrile